4,5,6,7-tetra-hydropyrazolo[1,5-a]pyrimidine-3-carboxamide N1=CC(=C2N1CCCN2)C(=O)N